4-(1-isopropyl-4-(trifluoromethyl)-1H-imidazol-2-yl)cubane-1-carboxamide C(C)(C)N1C(=NC(=C1)C(F)(F)F)C12C3C4C5(C(C14)C2C53)C(=O)N